C(C)(C)(C)[Si](C)(C)C#C tert-butyl(ethynyl)dimethylsilane